CC1(CC(C1)C(=O)NC=1N=C2N(C(=CC=C2)C=2C=CC(=C(C2)C2=CC=C(O2)P(O)(O)=O)OC)C1)C (5-(5-(2-(3,3-dimethylcyclobutane-1-carboxamido)imidazo[1,2-a]pyridin-5-yl)-2-methoxyphenyl)furan-2-yl)phosphonic acid